NCC(C)N1C=NC2=C(C1=O)C=C(N=C2C=2C=NC=CC2)C2=CC=C(C=C2)C(F)(F)F 3-(1-Aminopropan-2-yl)-8-(pyridin-3-yl)-6-(4-(trifluoromethyl)phenyl)pyrido[3,4-d]pyrimidin-4(3H)-one